6-bromo-N-[5-(2-fluoroethoxy)-4-methoxy-pyrimidin-2-yl]thieno[2,3-b]pyridine-3-sulfonamide BrC1=CC=C2C(=N1)SC=C2S(=O)(=O)NC2=NC=C(C(=N2)OC)OCCF